BrC=1C=C(C=CC1)/C=C/C(=O)O (E)-3-(3-bromophenyl)acrylic acid